FC1(CC(C1)COC(=O)NCC1=C(N=NN1C)C1=CC=C(C(=N1)C)O[C@@H]1C[C@H](CCC1)C(=O)O)F (1S,3S)-3-((6-(5-(((((3,3-difluoro-cyclobutyl)methoxy)carbonyl)amino)methyl)-1-methyl-1H-1,2,3-triazol-4-yl)-2-methylpyridin-3-yl)oxy)cyclohexane-1-carboxylic acid